C(C)OC(/C=C/C=1C(=NC=CC1)N1CCN(CC1)[C@H]1CC2(CN(C2)C(=O)OCC)CC1)=O ethyl (6R)-6-[4-[3-[(E)-3-ethoxy-3-oxo-prop-1-enyl]-2-pyridyl]-piperazin-1-yl]-2-azaspiro[3.4]octane-2-carboxylate